FC(S(=O)(=O)[O-])(F)F.FC(S(=O)(=O)[O-])(F)F.[Mg+2].C(C)(C)(C)[Si](OC(=C)OC)(C)C 1-(tert-butyl-dimethyl-siloxy)-1-methoxyl-ethylene magnesium bis(trifluoromethanesulfonate)